4'-(propane-2,2-diylbis(sulfanediyl))bis(4-methylhexan-2-one) CC(C)(SCC(CC(CC)C)=O)SCC(CC(CC)C)=O